COC[C@H]1CCC2=CC=3CCCC3C(=C12)NC(=O)N=[S@](=O)(N)C=1C=NN2C1OCCC2 (R)-N'-(((S)-3-(methoxymethyl)-1,2,3,5,6,7-hexahydro-s-indacen-4-yl)carbamoyl)-6,7-dihydro-5H-pyrazolo[5,1-b][1,3]oxazine-3-sulfonimidamide